C(C1=CC=C(C=C1)OC)(=O)O.N1=CC=CC(=C1)C1N(C)CCC1 nicotine anisoate